2-[2-fluoro-4-[2-((2S or R)-2-methylmorpholin-4-yl)ethoxy]phenyl]acetic acid FC1=C(C=CC(=C1)OCCN1C[C@@H](OCC1)C)CC(=O)O |o1:12|